N-(ortho-iodophenyl)fumaric acid amide IC1=C(C=CC=C1)NC(\C=C\C(=O)O)=O